3-(4-(((4-((6-((2-(2,6-dioxopiperidin-3-yl)-1,3-dioxoisoindolin-5-yl)amino)-N-methylhexanamido)methyl)phenyl)thio)methyl)-1H-1,2,3-triazol-1-yl)-N-hydroxybenzamide O=C1NC(CCC1N1C(C2=CC=C(C=C2C1=O)NCCCCCC(=O)N(C)CC1=CC=C(C=C1)SCC=1N=NN(C1)C=1C=C(C(=O)NO)C=CC1)=O)=O